C(C)(C)CC(C)(C)C isoOctan